tert-butyl-2-((3S)-5,5-difluoro-1-(2-methyl-6-(1-methyl-5-(((tetrahydro-2H-pyran-2-yl)oxy)methyl)-1H-1,2,3-triazol-4-yl)pyridin-3-yl)piperidin-3-yl)acetate C(C)(C)(C)OC(C[C@@H]1CN(CC(C1)(F)F)C=1C(=NC(=CC1)C=1N=NN(C1COC1OCCCC1)C)C)=O